C(C)(C)(C)OC(C1=C(N=CC=C1CO)NC)=O 4-(hydroxymethyl)-2-(methylamino)nicotinic acid tert-butyl ester